O[C@@H](C(=O)O)C(C)C (R)-hydroxy-3-methylbutanoic acid